CN(C1=CC=C(C=C1)S(=O)(=O)NC[C@@H](CNS(=O)(=O)N1[C@H](CN(C[C@@H]1C)C1=CC(=CC(=C1)OC)F)C)C)C (2S,6S)-N-((S)-3-((4-(dimethylamino)phenyl)sulphonylamino)-2-methylpropyl)-4-(3-fluoro-5-methoxyphenyl)-2,6-dimethylpiperazine-1-sulfonamide